(4-cyclopropyl-6-methoxypyrimidin-5-yl)-7-(4-(1-methyl-4-(trifluoromethyl)-1H-imidazol-2-yl)benzyl)benzo[d]oxazole C1(CC1)C1=NC=NC(=C1C=1OC2=C(N1)C=CC=C2CC2=CC=C(C=C2)C=2N(C=C(N2)C(F)(F)F)C)OC